Ethyl 2-(4-((4-(4-bromophenyl)-5-oxo-4,5-dihydro-1H-1,2,4-triazol-1-yl) methyl)-2-methylphenoxy)-2-methylpropionate BrC1=CC=C(C=C1)N1C=NN(C1=O)CC1=CC(=C(OC(C(=O)OCC)(C)C)C=C1)C